NCC(=O)O.C(C=C)N1CN(C=C1)C 1-allyl-3-methylimidazole glycinate